(E)-5-(4-methoxyphenyl)pent-4-enal COC1=CC=C(C=C1)/C=C/CCC=O